indenyltitanium trichloride [CH-]1C=CC2=CC=CC=C21.Cl[Ti+](Cl)Cl